O\N=C/1\CC2=CC=C(C=C2C1=O)C1=CC=C(C=C1)S(=O)(=O)N 4-[(2Z)-2-(hydroxyimino)-3-oxo-2,3-dihydro-1H-inden-5-yl]benzene-1-sulfonamide